OC1=CC=C(C=C1)C1=NOC(=C1)C1=CC=C(C=C1)C1=C(C(=O)N)C=CC(=C1)C (4-(3-(4-hydroxyphenyl)isoxazol-5-yl)phenyl)-4-methylbenzamide